N[C@@H]1CN(CC1)C1=NC(=CC=C1C=1C=NC(=CC1)C)N1CC=2C(=NC=CC2C1=O)C1=C(C=CC=C1OC)F 2-(2-((S)-3-Aminopyrrolidin-1-yl)-6'-methyl-[3,3'-bipyridin]-6-yl)-4-(2-fluoro-6-methoxyphenyl)-2,3-dihydro-1H-pyrrolo[3,4-c]pyridin-1-one